N-(5-(2-(1-cyclopropylethyl)-4-(oxetan-3-yloxy)-3-oxo-2,3-dihydro-1H-pyrrolo[3,4-c]pyridin-6-yl)-4-methylthiazol-2-yl)acetamide C1(CC1)C(C)N1C(C=2C(=NC(=CC2C1)C1=C(N=C(S1)NC(C)=O)C)OC1COC1)=O